N(=[N+]=[N-])C[C@]1(C[C@H](N(C1)C(=O)OC(C)(C)C)C(NC1=NC(=CC=C1)Br)=O)F (2S,4R)-tert-Butyl 4-(azidomethyl)-2-((6-bromopyridin-2-yl)carbamoyl)-4-fluoropyrrolidine-1-carboxylate